COC1=C(OCC2CCN(CC2)CC2CCNCC2)C(=CC(=C1)B1OC(C(O1)(C)C)(C)C)OC 4-((2,6-dimethoxy-4-(4,4,5,5-tetramethyl-1,3,2-dioxaborolan-2-yl)phenoxy)methyl)-1-(piperidin-4-ylmethyl)piperidine